C(C)(=O)OCCC[Si](OC)(OC)OC (3-acetoxypropyl)trimethoxysilane